rac-N,N-dimethyl-2-(5-(piperidin-1-ylmethyl)-5,6-dihydro-1,4,2-dioxazin-3-yl)ethan-1-amine CN(CCC1=NOC[C@H](O1)CN1CCCCC1)C |r|